5-bromo-1-methyl-2',3',5',6'-tetrahydrospiro[indoline-3,4'-pyran]-2-one BrC=1C=C2C(=CC1)N(C(C21CCOCC1)=O)C